FCCCN1C[C@H](CC1)OC1=CC=C(C=C1)C1=C(CCCC2=C1C=CC(=C2)O)C=2C=NC(=CC2C)OC 5-[4-[(3S)-1-(3-fluoropropyl)pyrrolidin-3-yl]oxyphenyl]-6-(6-methoxy-4-methyl-3-pyridyl)-8,9-dihydro-7H-benzo[7]annulen-2-ol